3-hydroxy-2-aminobenzoic acid n-propyl ester C(CC)OC(C1=C(C(=CC=C1)O)N)=O